(S)-2-((((9H-Fluoren-9-yl)methoxy)carbonyl)amino)-3-(3-oxoisoindolin-5-yl)propanoic acid C1=CC=CC=2C3=CC=CC=C3C(C12)COC(=O)N[C@H](C(=O)O)CC=1C=C2C(NCC2=CC1)=O